C1(=CC=CC=C1)CCC=O benzenepropanal